C=1(C(=CC(=C(C1)C(=O)OCCC)C(=O)OCCC)C(=O)OCCC)C(=O)OCCC tetrapropyl 1,2,4,5-benzenetetracarboxylate